4-(4-((6-Methyl-4-(1-methylcyclopropoxy)-5-oxo-5,6-dihydropyrido[4,3-d]pyrimidin-2-yl)amino)-1H-pyrazol-1-yl)piperidine-1-carboxylic acid tert-butyl ester C(C)(C)(C)OC(=O)N1CCC(CC1)N1N=CC(=C1)NC=1N=C(C2=C(N1)C=CN(C2=O)C)OC2(CC2)C